2-(4,6-difluoro-1H-indol-3-yl)-N-ethyl-N-methyl-2-oxoacetamide FC1=C2C(=CNC2=CC(=C1)F)C(C(=O)N(C)CC)=O